C(CCC)O[Si](C)(C)C(C)(C)C butoxy(tert-butyl)dimethylsilane